FC=1C=2N(C=C(C1)NC(=O)C=1C=NC(=NC1)N1CCN(CC1)C(=O)OC(C)(C)C)C=C(N2)C tert-butyl 4-(5-((8-fluoro-2-methylimidazo[1,2-a]pyridin-6-yl)carbamoyl)pyrimidin-2-yl)piperazine-1-carboxylate